COC(=O)C1(CC2=C(C(=NC(=C2)OCC2=CC=CC=C2)C)C1)C(=O)OC 1-methyl-3-phenylmethoxy-5,7-dihydrocyclopenta[c]pyridine-6,6-dicarboxylic acid dimethyl ester